C(C1=CC=CC=C1)OC(=O)N[C@H](C(=O)NC(C(=O)O)CNC(=O)OC(C)(C)C)C(C)OC(C)(C)C 2-((S)-2-benzyloxycarbonylamino-3-tert-butoxy-butyrylamino)-3-tert-butoxycarbonylamino-propionic acid